tert-butyl (3S)-3-[(4-amino-2-fluorophenyl)carbamoyl]pyrrolidine-1-carboxylate NC1=CC(=C(C=C1)NC(=O)[C@@H]1CN(CC1)C(=O)OC(C)(C)C)F